N-((1-(2-(tert-butylamino)-2-oxoethyl)piperidin-4-yl)methyl)-5-chlorothiophene-2-carboxamide C(C)(C)(C)NC(CN1CCC(CC1)CNC(=O)C=1SC(=CC1)Cl)=O